C(CCCCCCCCCCCCCCCCCCCCC)(=O)[O-].[Sn+4].C(CCCCCCCCCCCCCCCCCCCCC)(=O)[O-].C(CCCCCCCCCCCCCCCCCCCCC)(=O)[O-].C(CCCCCCCCCCCCCCCCCCCCC)(=O)[O-] tin behenate